(S)-2-((2-fluoroethyl)amino)-2-phenylcyclohexan-1-one FCCN[C@]1(C(CCCC1)=O)C1=CC=CC=C1